OC[C@H]1CC[C@H](CC1)C(=O)O cis-4-(Hydroxymethyl)-cyclohexanecarboxylic acid